FC(C=1C=CC=2N(N1)C(=CN2)C2=CC(=NC=C2)N2CCS(CC2)(=O)=O)F 4-(4-(6-(difluoromethyl)imidazo[1,2-b]pyridazin-3-yl)pyridin-2-yl)thiomorpholin 1,1-dioxide